NC1=NC2=CC(=CC(=C2C=C1)N1CCC(CC1)(SC)C)S(=O)(=O)NC1(CC1)C 2-amino-5-(4-methyl-4-(methylthio)piperidin-1-yl)-N-(1-methylcyclopropyl)quinoline-7-sulfonamide